BrC1=C(N(C(=C1C1=CC=C(C=C1)[N+](=O)[O-])C)CC(OC)OC)C(=O)N 3-bromo-1-(2,2-dimethoxyethyl)-5-methyl-4-(4-nitrophenyl)-1H-pyrrole-2-carboxamide